C(C)S(=O)(=O)C1=CC(=C(C=C1)C=1C2=C(C(N(C1)C)=O)NC=C2)N2C(C=NC(=C2)CCC2CCNCC2)=O 4-[4-ethylsulfonyl-2-[2-oxo-5-[2-(4-piperidyl)ethyl]pyrazin-1-yl]phenyl]-6-methyl-1H-pyrrolo[2,3-c]pyridine-7-one